FC=1C=CC2=C(NC(O2)=S)C1 5-fluorobenzo[d]oxazole-2(3H)-thione